C(CCCCCCC)(O)([2H])[2H] n-octanol-1,1-d2